3-(dimethylamino)-4-[(2S)-1-[(5-methoxy-7-methyl-1H-indol-4-yl)methyl]piperidin-2-yl]benzoic acid CN(C=1C=C(C(=O)O)C=CC1[C@H]1N(CCCC1)CC1=C2C=CNC2=C(C=C1OC)C)C